((2S,3S,4R,5R)-5-(4-amino-2-oxopyrimidin-1(2H)-yl)-2,4-difluoro-3-hydroxy-4-methyltetrahydrofuran-2-yl)methyl (4-methoxybenzyl)phosphordiamidate COC1=CC=C(CNP(OC[C@]2(O[C@H]([C@]([C@@H]2O)(C)F)N2C(N=C(C=C2)N)=O)F)(=O)N)C=C1